[O-2].[La+3].[Al+3].[Cr+3] chromium-aluminum lanthanum oxide